(S)-1-(4-(aminomethyl)-1-oxo-1,2-dihydrophthalazin-6-yl)-N-(5,6,7,8-tetrahydroquinolin-8-yl)-N-((5-(trifluoromethyl)pyridin-2-yl)methyl)cyclopropane-1-carboxamide NCC1=NNC(C2=CC=C(C=C12)C1(CC1)C(=O)N(CC1=NC=C(C=C1)C(F)(F)F)[C@H]1CCCC=2C=CC=NC12)=O